(2S,4R)-4-Fluoro-2-(hydroxymethyl)pyrrolidine-1-carboxylate F[C@@H]1C[C@H](N(C1)C(=O)[O-])CO